C(C)(C)(C)OC(=O)NCC1=CC(=C(C(=C1)C)NC(=O)C1=CC2=C(OCCC3=C2C=CS3)C=C1C=1C(=NC(=CC1)C(NCCC)=O)C(=O)OC)C methyl 3-(9-((4-(((tert-butoxycarbonyl)amino)methyl)-2,6-dimethylphenyl)carbamoyl)-4,5-dihydrobenzo[b]thieno[3,2-d]oxepin-8-yl)-6-(propylcarbamoyl)picolinate